Cl.NC1=NC2=CC(=CC(=C2C=C1Cl)F)CC[C@@]1([C@H]([C@H]([C@@H](C1)N1C=CC=2C(=NC=C(C21)F)N)O)O)C (1S,2R,3S,5R)-3-[2-(2-amino-3-chloro-5-fluoro-7-quinolyl)ethyl]-5-(4-amino-7-fluoro-pyrrolo[3,2-c]pyridin-1-yl)-3-methyl-cyclopentane-1,2-diol hydrochloride salt